diethyl (2S,5R)-2,5-dibromohexanedioate Br[C@H](C(=O)OCC)CC[C@H](C(=O)OCC)Br